C(C)OC1=C(C=C(C#N)C=C1)\C=C\OC (E)-4-ethoxy-3-(2-methoxyvinyl)benzonitrile